N-(2-methylundecyl)propan-1-imine oxide CC(C[N+](=CCC)[O-])CCCCCCCCC